C1(CC1)N(C(CN1N=C(C=2C(=CC=CC12)C1=C(C=C2C=NN(C2=C1)C)F)C1CCN(CC1)C(=O)OC(C)(C)C)=O)CC(=O)NCC(=O)OC tert-butyl 4-(1-(2-(cyclopropyl(2-((2-methoxy-2-oxoethyl)amino)-2-oxoethyl)amino)-2-oxoethyl)-5'-fluoro-1'-methyl-1H,1'H-[4,6'-biindazol]-3-yl)piperidine-1-carboxylate